tert-butyl 6-(8-chloro-2-methyl-1-oxo-phthalazine-5-carbonyl)-2-azaspiro[3.3]heptane-2-carboxylate ClC1=CC=C(C=2C=NN(C(C12)=O)C)C(=O)C1CC2(CN(C2)C(=O)OC(C)(C)C)C1